N,N'-(((((((4-Methyl-1,3-phenylene)bis(azanediyl))bis-(carbonyl))bis(oxy))bis(ethane-2,1-diyl))bis(oxy))bis(ethane-2,1-diyl))bis(N,N-dimethylhexadecane-1-aminium) dibromide [Br-].[Br-].CC1=C(C=C(C=C1)NC(=O)OCCOCC[N+](CCCCCCCCCCCCCCCC)(C)C)NC(=O)OCCOCC[N+](CCCCCCCCCCCCCCCC)(C)C